5-[6-(Cyclopropylamino)-2-fluoropyridin-3-yl]-1-ethyl-N-[(3S)-9-fluoro-2-oxo-5-phenyl-1,3-dihydro-1,4-benzodiazepin-3-yl]pyrazole-4-carboxamide C1(CC1)NC1=CC=C(C(=N1)F)C1=C(C=NN1CC)C(=O)N[C@@H]1C(NC2=C(C(=N1)C1=CC=CC=C1)C=CC=C2F)=O